7-hydroxy-2H-1-benzopyran OC1=CC2=C(C=CCO2)C=C1